dixylyl-toluene C1(=C(C(=CC=C1)C)C)C(C1=CC=CC=C1)C1=C(C(=CC=C1)C)C